CC1=CCC(CC1)C(=C)C (1R)-3-Methyl-6-prop-1-en-2-ylcyclohex-2-en